3-phenylbenzo[c]isoxazol-5-aldehyde C1(=CC=CC=C1)C1=C2C(=NO1)C=CC(=C2)C=O